1,3,5-tris(1'-iodoethyl)benzene 2-iodo-2-(4'-(2''-iodopropionyloxy)phenyl)methyl-acetate IC(C(=O)O)CC1=CC=C(C=C1)OC(C(C)I)=O.IC(C)C1=CC(=CC(=C1)C(C)I)C(C)I